C1(CC1)N1N=CC(=C1)C=1C=C(C=CC1)N(C(=O)[C@@H]1CC[C@H](CC1)OC(=O)N1CC(C1)CC(=O)O)C[C@@H]1CC[C@H](CC1)C1=CC(=C(C=C1)OC)C 2-(1-(((trans-4-((3-(1-Cyclopropyl-1H-pyrazol-4-yl)phenyl)((trans-4-(4-methoxy-3-methylphenyl)cyclohexyl)methyl)carbamoyl)-cyclohexyl)oxy)carbonyl)azetidin-3-yl)acetic acid